N1=CN=CC(=C1)N1CC(C1)CC=O 2-[1-(pyrimidin-5-yl)azetidin-3-yl]ethanone